2-(4-(3-amino-6-(2-hydroxyphenyl)pyridazin-4-yl)piperazin-1-yl)-2-methylpropanoic acid NC=1N=NC(=CC1N1CCN(CC1)C(C(=O)O)(C)C)C1=C(C=CC=C1)O